FC=1C=C(C(=NC1)N[C@H](C)C=1C=C(C=C2C(N(C(=NC12)N1CCOCC1)C)=O)C)S(=O)(=O)C (R)-8-(1-((5-fluoro-3-(methylsulfonyl)pyridin-2-yl)amino)ethyl)-3,6-dimethyl-2-morpholinoquinazolin-4(3H)-one